methyl (S)-3-(4-(benzyloxy) phenyl)-2-((tert-butoxycarbonyl) amino)-propanoate C(C1=CC=CC=C1)OC1=CC=C(C=C1)C[C@@H](C(=O)OC)NC(=O)OC(C)(C)C